C(C)[C@]1(C(OCC=2C(N3CC=4C(=NC=5C=CC(=CC5C4CC)C4N(CCCC4)C4CCNCC4)C3=CC21)=O)=O)O (S)-4,11-diethyl-3,4,12,14-tetrahydro-4-hydroxy-3,14-dioxo-1H-pyrano[3',4':6,7]-indolizino[1,2-b]quinolin-9-yl-[1,4'-bipiperidine]